(3R,4s,5S)-4-(4-chloro-2-fluoro-6-methylphenyl)-3,5-dimethylpiperidin-4-ol ClC1=CC(=C(C(=C1)C)C1([C@@H](CNC[C@@H]1C)C)O)F